7-bromo-1-((1s,3s)-3-hydroxycyclobutyl)-1H-benzo[d]imidazole-5-carboxylic acid methyl ester COC(=O)C1=CC2=C(N(C=N2)C2CC(C2)O)C(=C1)Br